NC1=NC=CC=C1C1=NC=2C(=NC(=CC2)C2=CC=CC=C2)N1C1=CC=C(CN2CCC(CC2)NC2=CC(=CN=N2)C#N)C=C1 6-((1-(4-(2-(2-Aminopyridin-3-yl)-5-phenyl-3H-imidazo[4,5-b]pyridin-3-yl)benzyl)piperidin-4-yl)amino)pyridazine-4-carbonitrile